CN1C(C(N(C2=CC=CC=C12)C1CCN(CC1)C1=NC=C(C=N1)CC#N)=O)=O 2-(2-(4-(4-methyl-2,3-dioxo-3,4-dihydroquinoxalin-1(2H)-yl)piperidin-1-yl)pyrimidin-5-yl)Acetonitrile